4-chloro-5-[3-(chloromethyl)-1-[[2-(difluoromethyl)phenyl]methyl]-1h,4h,5h,6h,7h-pyrazolo[4,3-c]pyridin-5-yl]-2-(oxazolidin-2-yl)-2,3-dihydropyridazin-3-one ClC=1C(N(N=CC1N1CC2=C(CC1)N(N=C2CCl)CC2=C(C=CC=C2)C(F)F)C2OCCN2)=O